FC1=C(C(=CC=C1)F)N1N=CC2=C1C1=C(N=CN2)C=CC(=C1)C(=O)N (2,6-difluorophenyl)-1,4-dihydrobenzo[d]pyrazolo[3,4-f][1,3]diazepine-9-carboxamide